C(C1=CC=CC=C1)(=O)[O-].C(C1=CC=CC=C1)(=O)[O-].C(C1=CC=CC=C1)(=O)[O-].C(C1=CC=CC=C1)(=O)[O-].[Mn+4].C12=CC=C(N1)C=C1C=CC(=N1)C=C1C=CC(N1)=CC=1C=CC(N1)=C2 porphyrin manganese tetrabenzoate